4-(2-bromo-4-fluorophenyl)-N-(2-fluorophenyl)-1,3-dimethyl-1H-pyrazole-5-amine BrC1=C(C=CC(=C1)F)C=1C(=NN(C1NC1=C(C=CC=C1)F)C)C